CN1CCC(CC1)OC=1C=CC(=NC1)NCC=1C=C2C=CN=C(C2=CC1)N 6-(((5-((1-methylpiperidin-4-yl)oxy)pyridin-2-yl)amino)methyl)isoquinolin-1-amine